C(=O)C1=C(C(=C(C=N1)C1CN(C1)C(=O)OC(C)(C)C)C)C tert-butyl 3-(6-formyl-4,5-dimethylpyridin-3-yl)azetidine-1-carboxylate